COC(C1=C(C=O)C(=CC=C1)F)OC 2-(Dimethoxymethyl)-6-fluorobenzaldehyde